5-(bromomethyl)-2-fluoro-1,3-dimethylbenzene BrCC=1C=C(C(=C(C1)C)F)C